NCCN1C[C@H]([C@@H](C1)NC(C)=O)NC(C)=O N-[(3R,4R)-1-(2-aminoethyl)-4-acetamidopyrrolidin-3-yl]acetamide